tetraethyl orthosilicate aluminum salt [Al].[Si](OCC)(OCC)(OCC)OCC